6-amino-5-((2-amino-3-chloropyridin-4-yl)thio)-3-(1,3,4-oxadiazol-2-yl)pyrazin-2-one NC1=C(N=C(C(N1)=O)C=1OC=NN1)SC1=C(C(=NC=C1)N)Cl